([1,1':4',1'']terphenyl-4-yl)-(4-naphthalen-1-yl-phenyl)-[1,1':2',1'':4'',1''']quaterphenyl-5'-yl-amine C1(=CC=C(C=C1)N(C1=CC=C(C(=C1)C1=CC=CC=C1)C1=CC=C(C=C1)C1=CC=CC=C1)C1=CC=C(C=C1)C1=CC=CC2=CC=CC=C12)C1=CC=C(C=C1)C1=CC=CC=C1